(S)-(5-cyclobutyl-1,3,4-oxadiazol-2-yl)(4-(7-fluoropyrazolo[1,5-a]pyridin-2-yl)-6,7-dihydro-1H-imidazo[4,5-c]pyridin-5(4H)-yl)methanone C1(CCC1)C1=NN=C(O1)C(=O)N1[C@@H](C2=C(CC1)NC=N2)C2=NN1C(C=CC=C1F)=C2